CC(=O)OCC1=CC(=C(C=C1)OC(=O)C)OC The molecule is a phenyl acetate that is the diacetate obtained from the formal condensation of the two hydroxy groups of vanillyl alcohol with two molecules of acetic acid. It is a monomethoxybenzene and a member of phenyl acetates. It derives from a vanillyl alcohol.